C(C)(C)(C)OC(=O)N1CC(C(C1)O)(F)F.NC=1N=C(SC1C(C1=CC=CC=C1)=O)N(C1=CC=C(C=C1)OCC)C(C(=O)N)C (N-(4-amino-5-benzoyl-thiazol-2-yl)-4-ethoxy-anilino)propionamide tert-Butyl-3,3-difluoro-4-hydroxy-pyrrolidine-1-carboxylate